6-((6-aminopyrimidin-4-yl)amino)-8-chloro-2H-spiro[imidazo[1,5-a]pyridine-3,6'-[1,4]diazepan]-1,5-dione NC1=CC(=NC=N1)NC1=CC(=C2N(C1=O)C1(CNCCNC1)NC2=O)Cl